tert-butyl (1R,5S)-3-(6-chloro-4-(trifluoromethyl) pyridin-2-yl)-3,8-diazabicyclo[3.2.1]octane-8-carboxylate ClC1=CC(=CC(=N1)N1C[C@H]2CC[C@@H](C1)N2C(=O)OC(C)(C)C)C(F)(F)F